C(C1=CC=CC=C1)N1C(=NC=C1)C(=O)C1=C(C(=C(C=C1)Br)F)F (1-benzyl-1H-imidazol-2-yl)(4-bromo-2,3-difluorophenyl)methanone